valeric acid (valerate) C(CCCC)(=O)O.C(CCCC)(=O)O